NC=1C=CC(=NC1C=C)C(=O)N[C@H](C(=O)OCC)CCC(=O)OCC 1,5-Diethyl (2S)-2-[(5-amino-6-ethenylpyridin-2-yl)formamido]pentanedioate